cyclopropyl-(3-isopropyl-2-tetrahydropyran-2-yloxy-phenyl)methanone C1(CC1)C(=O)C1=C(C(=CC=C1)C(C)C)OC1OCCCC1